(methoxymethyl)-1-[(1-oxo-3,4-dihydro-2H-isoquinolin-6-yl)methyl]pyrazole COCC1=NN(C=C1)CC=1C=C2CCNC(C2=CC1)=O